C(C1=CC=CC=C1)OC=1C=C(C=O)C=CC1O 3-Benzyloxy-4-hydroxybenzaldehyd